C1(CC1)CNC1=C(C(=O)NC)C=CC(=N1)C1=CC(=CC=C1)O 2-((Cyclopropylmethyl)amino)-6-(3-hydroxyphenyl)-N-methylnicotinamide